4-(1H-1,2,3-triazol-1-yl)benzamide, bis-tosylate salt S(=O)(=O)(O)C1=CC=C(C)C=C1.S(=O)(=O)(O)C1=CC=C(C)C=C1.N1(N=NC=C1)C1=CC=C(C(=O)N)C=C1